2-methylcyclohexa-1,3-diene CC1=CCCC=C1